FC1=CC(=C(C=C1)C1(CC1)C#N)NC1=CC=NN1C 1-(4-Fluoro-2-((1-methyl-1H-pyrazol-5-yl)amino)phenyl)cyclopropane-1-carbonitrile